C1(CC1)C1=CC=C(C=N1)NC(=O)[C@@H]1CC12CCN(CC2)C(=O)OC(C(F)(F)F)C(F)(F)F |r| 1,1,1,3,3,3-hexafluoro-propan-2-yl (±)-1-((6-cyclopropyl-pyridin-3-yl)carbamoyl)-6-aza-spiro[2.5]octane-6-carboxylate